tert-Butyl (2-((S)-2-(4-amino-3-chlorobenzamido)-3,3-dimethylbutanamido)-2-phenylacetamido)glycinate NC1=C(C=C(C(=O)N[C@H](C(=O)NC(C(=O)NNCC(=O)OC(C)(C)C)C2=CC=CC=C2)C(C)(C)C)C=C1)Cl